N-(3-amino-2-methylpropyl)-3-(6-morpholino-1H-benzo[d]imidazol-2-yl)-1H-indazole-5-carboxamide NCC(CNC(=O)C=1C=C2C(=NNC2=CC1)C1=NC2=C(N1)C=C(C=C2)N2CCOCC2)C